FC=1C=C(C=C(C1)N1CCOCC1)\C=C(/C)\[C@@H](C=O)[C@H](\C=C\[C@@H]([C@H](CC[C@H](CC=O)O)C)OC(=O)N1CCN(CC1)C(C)(C)C)C 4-tert-butylpiperazine-1-carboxylic acid [(2s,3s,4E,6r,7s,10r)-2-[(E)-1-(3-fluoro-5-morpholin-4-ylphenyl) prop-1-en-2-yl]-10-hydroxy-3,7-dimethyl-12-oxo-1-oxododec-4-en-6-yl] ester